cesium-oxide [O-2].[Cs+].[Cs+]